BrC1=CC(=C(CNC(=O)C=2C=C3CCC4(C3=CC2F)CC4)C=C1)C N-(4-bromo-2-methylbenzyl)-6'-fluoro-2',3'-dihydrospiro[cyclopropane-1,1'-indene]-5'-carboxamide